ClC1=C2C=C(N(C2=CC=C1OC)C)C(=O)N[C@H](CO)C1=CC=C(C=C1)C(C(=O)OCC)CC ethyl 2-[4-[(1S)-1-[(4-chloro-5-methoxy-1-methyl-indole-2-carbonyl)amino]-2-hydroxy-ethyl]phenyl]butanoate